4-(diphenylphosphino)styrene (S)-ethyl-2-phenylpent-4-enoate C(C)OC([C@@H](CC=C)C1=CC=CC=C1)=O.C1(=CC=CC=C1)P(C1=CC=C(C=C)C=C1)C1=CC=CC=C1